8-(2-chloro-4-(2-(piperazin-1-yl)ethoxy)phenyl)-6-(1-methyl-cyclopropoxy)-9-((5-methylpyridin-2-yl)methyl)-9H-purine ClC1=C(C=CC(=C1)OCCN1CCNCC1)C=1N(C2=NC=NC(=C2N1)OC1(CC1)C)CC1=NC=C(C=C1)C